(S)-3-methyl-4-(5-(1-methyl-1H-pyrazol-4-yl)-7H-pyrrolo[2,3-d]pyrimidin-4-yl)piperazine-1-carboxylic acid tert-butyl ester C(C)(C)(C)OC(=O)N1C[C@@H](N(CC1)C=1C2=C(N=CN1)NC=C2C=2C=NN(C2)C)C